CCCC(C)C isohexan